2-(1-cyclobutyl-3-{[3-(methoxymethyl)-1-methyl-1H-pyrazol-4-yl]amino}-1H-indazol-6-yl)propan-2-ol C1(CCC1)N1N=C(C2=CC=C(C=C12)C(C)(C)O)NC=1C(=NN(C1)C)COC